phenylindole tetrafluoroborate F[B-](F)(F)F.C1(=CC=CC=C1)C=1NC2=CC=CC=C2C1